S([O-])(O)(=O)=O.C(CC)[NH3+] propyl-ammonium bisulphate